(2-(2-fluoro-6-(methoxymethoxy)-8-(tetramethyl-1,3,2-dioxaborolan-2-yl)naphthalene-1-yl)ethynyl)tris(prop-2-yl)silane FC1=C(C2=C(C=C(C=C2C=C1)OCOC)B1OC(C(O1)(C)C)(C)C)C#C[Si](C(C)C)(C(C)C)C(C)C